C(C=C)(=O)N1C[C@H](C[C@@H]1COC)N1N=C(C(=C1NC)C(=O)N)C#CC1=C(C2=C(N(C=N2)CC)C(=C1F)F)F 1-((3S,5R)-1-acryloyl-5-(methoxymethyl)pyrrolidin-3-yl)-3-((1-ethyl-4,6,7-trifluoro-1H-benzo[d]imidazol-5-yl)ethynyl)-5-(methylamino)-1H-pyrazole-4-carboxamide